triisobutoxyzirconium chloride [Cl-].C(C(C)C)O[Zr+](OCC(C)C)OCC(C)C